methyl 3-[(2-methoxyethyl) amino]-4-nitrobenzoate COCCNC=1C=C(C(=O)OC)C=CC1[N+](=O)[O-]